(3R)-3-cyclopropyl-3-[4-(7H-pyrrolo[2,3-d]pyrimidin-4-yl)pyrazol-1-yl]propionitrile phosphate P(=O)(O)(O)O.C1(CC1)[C@@H](CC#N)N1N=CC(=C1)C=1C2=C(N=CN1)NC=C2